[Ir].C1(=CC=CC=2C3=CC=CC=C3CC12)C=1C(NC2=C3C(=CC=C2C1)C=CC=C3)=O fluorenyl-benzoquinolinone iridium